CN1N=NC2=C1C=CC(=C2C)C(C(C(=O)OC)(C)C)C2=CC(=C(C=C2)C)CN2C[C@@H](OC1=CC=3C=CC=NC3C=C1C2)CC Methyl 3-(1,4-dimethyl-1H-benzo[d][1,2,3]triazol-5-yl)-3-(3-(((S)-2-ethyl-2,3-dihydro-[1,4]oxazepino[7,6-g]quinolin-4(5H)-yl) methyl)-4-methylphenyl)-2,2-dimethylpropionate